N-[4-[4-[6-chloro-4-(trifluoromethyl)-2-pyridyl]piperazin-1-yl]sulfonylphenyl]-3-methoxy-benzamide ClC1=CC(=CC(=N1)N1CCN(CC1)S(=O)(=O)C1=CC=C(C=C1)NC(C1=CC(=CC=C1)OC)=O)C(F)(F)F